OC1(COC1)C#CC1=CC2=C(OC[C@H](C(N2C)=O)NC(C(=O)NCCC2=CC=CC=C2)=O)C=C1 (R)-N1-(7-((3-hydroxyoxetan-3-yl)ethynyl)-5-methyl-4-oxo-2,3,4,5-tetrahydrobenzo[b][1,4]oxazepin-3-yl)-N2-phenethyloxalamide